CN1C[C@H]([C@@H](CC1)NC=1N=C(C(=NC1CC1=CC=C(C=C1)F)C(=O)O)C)C 5-((trans-1,3-dimethylpiperidin-4-yl)amino)-6-(4-fluorobenzyl)-3-methylpyrazine-2-carboxylic acid